FC(C(=O)[O-])(F)F.FC1(CCC(CC1)[C@H]([NH3+])C=1N=C2N(N=CC(=C2)CC2C(NCC2C(F)(F)F)=O)C1)F (1S)-(4,4-difluorocyclohexyl)(7-((2-oxo-4-(trifluoromethyl)pyrrolidin-3-yl)methyl)imidazo[1,2-b]pyridazin-2-yl)methanaminium trifluoroacetate